BrCCCCC(=O)OCC ethyl 5-bromopentanoate